4-Amino-5-fluoro-2-oxo-1-phenyl-1,2-dihydroquinoline-3-carbonitrile NC1=C(C(N(C2=CC=CC(=C12)F)C1=CC=CC=C1)=O)C#N